[2-(1H-imidazol-4-yl)ethyl]propanediamide N1C=NC(=C1)CCC(C(=O)N)C(=O)N